3-(bromomethyl)-1λ6-thiane-1,1-dione BrCC1CS(CCC1)(=O)=O